N1CCC(CC1)COC1CC(C1)NC(OC(C)(C)C)=O Tert-butyl N-[3-(4-piperidylmethoxy)cyclobutyl]carbamate